CP(=O)(C)C1=C(N[C@@H](C)C=2C=C(C=C3C(N(C(=NC23)N2CCOCC2)C)=O)C)C=CC=C1 8-[(1S)-1-(2-dimethylphosphorylanilino)ethyl]-3,6-dimethyl-2-morpholino-quinazolin-4-one